5-chloro-3-methylcinnoline ClC1=C2C=C(N=NC2=CC=C1)C